O1C2=C(OCC1)C=C(C=C2)CCN2[C@@H]([C@H]([C@@H]([C@H](C2)O)O)O)CF (2S,3R,4R,5S)-1-(2-(2,3-dihydrobenzo[b][1,4]dioxin-6-yl)ethyl)-2-(fluoromethyl)piperidine-3,4,5-triol